OC1CCC(CC1)N1C2=NC(=NC=C2N(C1=O)C)NC=1C=C2C=CN=NC2=CC1C 9-((1s,4s)-4-hydroxycyclohexyl)-7-methyl-2-((7-methylcinnolin-6-yl)amino)-7,9-dihydro-8H-purin-8-one